(R)-3-(3,3-difluorobutyl)-8-hydroxy-2-methyl-7-(methylthio)-5-phenyl-2,3,4,5-tetrahydropyrido[2,3-f][1,2,5]thiadiazepine 1,1-dioxide FC(CC[C@H]1N(S(C2=C(N(C1)C1=CC=CC=C1)N=C(C(=C2)O)SC)(=O)=O)C)(C)F